1-(3,5-dibromo-2-hydroxymethylphenyl)-3-(2-fluoropyridin-4-yl)urea BrC=1C(=C(C=C(C1)Br)NC(=O)NC1=CC(=NC=C1)F)CO